N-[[6-(3-tert-Butylanilino)-2-pyridyl]sulfonyl]-2-(2,2,4-trimethylpyrrolidin-1-yl)pyridin-3-carboxamid C(C)(C)(C)C=1C=C(NC2=CC=CC(=N2)S(=O)(=O)NC(=O)C=2C(=NC=CC2)N2C(CC(C2)C)(C)C)C=CC1